OC1=C(C=C(C=C1)C(CO)CO)OC 2-(4-hydroxy-3-methoxyphenyl)-1,3-propanediol